FC(C(=O)O)(F)F.CN(CC=CC=O)C 4-(dimethylamino)but-2-en-1-one trifluoroacetic acid salt